C(#N)C=1C=NN2C1C(=CC(=C2)C=2C=NN(C2)C)C=2C=CC(=NC2)N2CC1(CCN(C1)C(=O)OC(C)(C)C)CCC2 tert-butyl 7-(5-(3-cyano-6-(1-methyl-1H-pyrazol-4-yl) pyrazolo[1,5-a]pyridin-4-yl) pyridin-2-yl)-2,7-diazaspiro[4.5]decane-2-carboxylate